[N+](=O)([O-])C=1C(=NC(=CC1)C1=CC=CC=C1)NC1=CC=C(C=C1)CO [4-[(3-nitro-6-phenyl-2-pyridyl)amino]phenyl]methanol